dodecyl-sulfonate, sodium salt [Na+].C(CCCCCCCCCCC)S(=O)(=O)[O-]